C1(CCC1)CN(C(OC(C)(C)C)=O)[C@H]1CN(CCC1)C=1C=NC(=CC1)CN1N=NC(=C1)C=1C=NC=C(C1)OC tert-butyl N-(cyclobutylmethyl)-N-[(3R)-1-[6-[[4-(5-methoxy-3-pyridyl)triazol-1-yl]methyl]-3-pyridyl]-3-piperidyl]carbamate